2,5-dimethyl-1,3,5-hexatriene CC(=C)C=CC(=C)C